O=C1NC(CCC1N1C(C2=CC=CC(=C2C1=O)NCCCCCCC(=O)N(C)CCOC1=CC=C(C=C1)\C(=C(\CC)/C1=CC=CC=C1)\C1=CC=CC=C1)=O)=O (Z)-7-((2-(2,6-dioxopiperidin-3-yl)-1,3-dioxoisoindolin-4-yl)amino)-N-(2-(4-(1,2-diphenylbut-1-en-1-yl)phenoxy)ethyl)-N-methylheptanamide